6-(7-Ethyl-2-methyl-2H-indazol-5-yl)-2-(piperidin-4-yl)-1,3-benzothiazol C(C)C1=CC(=CC2=CN(N=C12)C)C1=CC2=C(N=C(S2)C2CCNCC2)C=C1